6-chloro-2,5-dimethyl-4,5-dihydro-2H-[1,2,3]triazolo[4,5-c][1,7]naphthyridine-4,4-d2 ClC1=NC=CC=2C=3C(C(N(C12)C)([2H])[2H])=NN(N3)C